ClN(C(C)CC)C(C)CC N-chloro-di-2-butylamine